FC1(CCC(CC1)NC(=O)C1=CC2=C(N=C(S2)C2CCN(CC2)CCO)C=C1)F N-(4,4-difluorocyclohexyl)-2-(1-(2-hydroxyethyl)piperidin-4-yl)benzo[d]thiazole-6-carboxamide